3'-methyl-4-pentyl-3-(1H-pyrrol-2-yl)-[1,1'-biphenyl]-2,6-diol CC=1C=C(C=CC1)C=1C(=C(C(=CC1O)CCCCC)C=1NC=CC1)O